3-(ethoxycarbonyl)-1-methyl-1H-pyrazole-5-carboxylic acid C(C)OC(=O)C1=NN(C(=C1)C(=O)O)C